C(C1=CC=CC=C1)N1CC2(C(C2C1)(C1=CC=CC=C1)C)C=1C=C2C=NN(C2=CC1C)C1=CC=C(C=C1)F 5-(3-benzyl-6-methyl-6-phenyl-3-azabicyclo[3.1.0]hexane-1-yl)-1-(4-fluorophenyl)-6-methyl-1H-indazole